3-fluoro-γ-(3-fluorophenyl)-N-methylbenzenepropanamine hydrochloride Cl.FC=1C=C(C=CC1)C(CCNC)C1=CC(=CC=C1)F